CC1=CC[C@@](CC1)(C(C)C)O (+)-4-terpineol